7,9-di-tert-butyl-4-(4-nitrophenyl)-3-phenyl-1-oxa-2-azaspiro[4.5]deca-2,6,9-trien-8-one C(C)(C)(C)C1=CC2(C(C(=NO2)C2=CC=CC=C2)C2=CC=C(C=C2)[N+](=O)[O-])C=C(C1=O)C(C)(C)C